2-{1-[(Oxan-4-yl)methyl]-5-oxopyrrolidin-2-yl}-2-oxoacetic Acid O1CCC(CC1)CN1C(CCC1=O)C(C(=O)O)=O